N-(4-fluorophenyl)-1-(5-(2-methylpyrimidin-4-yl)-5,6,7,8-tetrahydro-1,5-naphthyridin-2-yl)-3-oxocyclobutane-1-carboxamide FC1=CC=C(C=C1)NC(=O)C1(CC(C1)=O)C1=NC=2CCCN(C2C=C1)C1=NC(=NC=C1)C